CC(C(C(C)NC(OC(C)(C)C)=O)=O)(C)C tert-butyl (4,4-dimethyl-3-oxopentan-2-yl)carbamate